C[C@H]1COC[C@@H](N1CC=1N(C2=CC(=CC=C2C(C1C)=O)C1=NC(=NC=C1F)N[C@@H]1C[C@H]2CO[C@@H]([C@H]1O)O2)C(C)C)C 2-(((3S,5S)-3,5-dimethylmorpholino)methyl)-7-(5-fluoro-2-(((1S,3R,4S,5R)-4-hydroxy-6,8-dioxabicyclo[3.2.1]octan-3-yl)amino)pyrimidin-4-yl)-1-isopropyl-3-methylquinolin-4(1H)-one